C(C=1C(C(=O)O)=CC(C(=O)O)=CC1)(=O)O.C(C=1C(C(=O)O)=CC(C(=O)O)=CC1)(=O)O.C(C=1C(C(=O)O)=CC(C(=O)O)=CC1)(=O)O.OCC(O)CO Glycerol Tristrimellitate